NC1=CC(=NN1C(C)(C)C)CCC=1C=CC(=C(C1)NC(C1=CC(=CC=C1)C(F)(F)F)=O)F N-(5-(2-(5-amino-1-(tert-butyl)-1H-pyrazol-3-yl)ethyl)-2-fluorophenyl)-3-(trifluoromethyl)benzamide